N-(2,2-dimethylcyclobutyl)-6-[(5-fluoro-3-pyridyl)amino]-3-hydroxy-pyridine-2-carboxamide CC1(C(CC1)NC(=O)C1=NC(=CC=C1O)NC=1C=NC=C(C1)F)C